[Mo].[Co].[Ni] nickel-cobalt-molybdenum